ClC1=CC(=NC=C1)[C@H](C)O (S)-1-(4-chloropyridin-2-yl)ethan-1-ol